2,4,5,6-Tetrahydroxybenzaldehyd OC1=C(C=O)C(=C(C(=C1)O)O)O